C(C)OC1=CC=C(C=N1)C1=CN=CC(=N1)C(=O)NOC([2H])([2H])C1=C(C=CC=C1)F 6-(6-ethoxypyridin-3-yl)-N-((2-fluorophenyl)methoxy-d2)pyrazine-2-carboxamide